8-[3-(2-ethyl-4-hydroxy-5-methyl-pyrazol-3-yl)-1H-1,2,4-triazol-5-yl]-7-fluoro-3-methyl-pyrrolo[1,2-a]pyrazine-6-carboxamide C(C)N1N=C(C(=C1C1=NNC(=N1)C=1C(=C(N2C1C=NC(=C2)C)C(=O)N)F)O)C